ClC1=C(C=C(C=C1)CN(C(C)=O)C)OC(F)(F)F N-[[4-chloro-3-(trifluoromethoxy)-phenyl]methyl]-N-methylacetamid